FC=1C=C2C(=NN(C2=C(C1C1CCN(CC1)C[C@@H]1[C@@H](CNCC1)F)F)C)C1C(NC(CC1)=O)=O 3-[5,7-difluoro-6-[1-[[(3S,4R)-3-fluoro-4-piperidyl]methyl]-4-piperidyl]-1-methyl-indazol-3-yl]piperidine-2,6-dione